bis(2,4,6-trimethylphenyl)phosphine chloride [Cl-].CC1=C(C(=CC(=C1)C)C)PC1=C(C=C(C=C1C)C)C